(N-[4-Amino-5-(4-morpholinobenzoyl)thiazol-2-yl]-4-fluoroanilino)propanamid NC=1N=C(SC1C(C1=CC=C(C=C1)N1CCOCC1)=O)N(C1=CC=C(C=C1)F)C(C(=O)N)C